di(3,5-difluorophenyl)(4-vinyl-phenyl)boron FC=1C=C(C=C(C1)F)B(C1=CC=C(C=C1)C=C)C1=CC(=CC(=C1)F)F